The molecule is a steroidal acyl-CoA that results from the formal condensation of the thiol group of coenzyme A with the carboxy group of (24R,25R)-3alpha,7alpha,24-trihydroxy-5beta-cholestan-26-oic acid. It has a role as a human metabolite. It is a conjugate acid of a (24R,25R)-3alpha,7alpha,24-trihydroxy-5beta-cholestan-26-oyl-CoA(4-). C[C@H](CC[C@H]([C@@H](C)C(=O)SCCNC(=O)CCNC(=O)[C@@H](C(C)(C)COP(=O)(O)OP(=O)(O)OC[C@@H]1[C@H]([C@H]([C@@H](O1)N2C=NC3=C(N=CN=C32)N)O)OP(=O)(O)O)O)O)[C@H]4CC[C@@H]5[C@@]4(CC[C@H]6[C@H]5[C@@H](C[C@H]7[C@@]6(CC[C@H](C7)O)C)O)C